bis-(3-triethoxysilyl-1-propyl)ethyldithiophosphonate C(C)O[Si](CCCSP(OCCC[Si](OCC)(OCC)OCC)(=S)CC)(OCC)OCC